2-((6-(((4-chlorobenzyl)amino)methyl)imidazo[1,2-a]pyridin-2-yl)methyl)-5-phenyl-2,7-naphthyridin-1(2H)-one ClC1=CC=C(CNCC=2C=CC=3N(C2)C=C(N3)CN3C(C2=CN=CC(=C2C=C3)C3=CC=CC=C3)=O)C=C1